ClC1=C(CNC2=C3N=CN(C3=NC(=N2)C=2C=NC=C(C2)Cl)[C@H]2[C@@H]([C@@H]([C@H](O2)C(=O)NC([2H])([2H])[2H])O)O)C=C(C=C1)F (2s,3s,4r,5r)-5-(6-(2-chloro-5-fluorobenzylamino)-2-(5-chloropyridin-3-yl)-9H-purin-9-yl)-3,4-dihydroxy-N-(methyl-d3)-tetrahydrofuran-2-carboxamide